4-fluoro-N-[4-(pentafluoro-λ6-sulfanyl)phenyl]pyrrolidine-2-carboxamide FC1CC(NC1)C(=O)NC1=CC=C(C=C1)S(F)(F)(F)(F)F